CC1=C(C(=CC=C1)C)C1=PC(=CC=C1)C1=C(C=CC=C1C)C 2,6-bis(2,6-dimethylphenyl)phosphabenzene